NC1=NC(=C2N=CN(C2=N1)CC1=CC(=C(C=C1)[N+](=O)[O-])C)C=1C(=C(C#N)C=CC1)F 3-(2-amino-9-(3-methyl-4-nitrobenzyl)-9H-purin-6-yl)-2-fluorobenzonitrile